(2S,3R,5R)-3-((E)-(2-(2-(2-chloro-3,4-dihydroxybenzamido)acetyl)hydrazono)methyl)-3-methyl-7-oxo-4-thia-1-azabicyclo[3.2.0]heptane-2-carboxylic acid 4,4-dioxide ClC1=C(C(=O)NCC(=O)N\N=C\[C@]2([C@@H](N3C(C[C@H]3S2(=O)=O)=O)C(=O)O)C)C=CC(=C1O)O